[5H,6H,7H,8H-imidazo[1,5-a]pyridin-7-yl]methylamine C=1N=CN2C1CC(CC2)CN